trans-N-{3-[4-(difluoromethyl)-6-oxo-1,6-dihydropyrimidin-2-yl]-2-fluoro-4-(trifluoromethyl)benzyl}-3-{[2-(trifluoromethyl)benzyl]oxy}cyclobutane-1-carboxamide FC(C=1N=C(NC(C1)=O)C=1C(=C(CNC(=O)[C@@H]2C[C@H](C2)OCC2=C(C=CC=C2)C(F)(F)F)C=CC1C(F)(F)F)F)F